CC1(COC2=C1C=C(C=C2)OS(=O)(=O)CC)C.O2[N+]([O-])=CC=N2 furoxan 2,3-dihydro-3,3-dimethylbenzofuran-5-ylethanesulfonate